BrC=1C=CC2=C(N(C=N2)COCC[Si](C)(C)C)C1OC 6-bromo-7-methoxy-1-[[2-(trimethylsilyl)ethoxy]methyl]-1,3-benzodiazole